CC1(OB(OC1(C)C)C1=CC=C(C=C1)C=1OC2=C(N1)C=CC=C2)C 2-{4-(4,4,5,5-tetramethyl-[1,3,2]dioxaborolan-2-yl)-phenyl}-benzoxazole